OCCCCCCCCCCC1=C2CN(C(C2=CC=C1)=O)C1C(NC(CC1)=O)=O 3-(4-(10-hydroxydecyl)-1-oxoisoindolin-2-yl)piperidine-2,6-dione